(R)-4-((3-((5-(trifluoromethyl)pyrimidin-2-yl)amino)pyrrolidin-1-yl)methyl)piperidine-1-carboxylic acid FC(C=1C=NC(=NC1)N[C@H]1CN(CC1)CC1CCN(CC1)C(=O)O)(F)F